Ethyl-(5RS,7RS)-2-{[3-fluoro-2-(trifluoromethyl)pyridin-4-yl]methyl}-3-oxo-7-(trifluoromethyl)-2,3,5,6,7,8-hexahydro[1,2,4]triazolo[4,3-a]pyridine-5-carboxylate C(C)OC(=O)[C@H]1C[C@H](CC=2N1C(N(N2)CC2=C(C(=NC=C2)C(F)(F)F)F)=O)C(F)(F)F |r|